BrC1=CC=CC=2C=3N(C(=NC12)[C@@](N)(C(C)C)C(=O)N)N=C(N3)C=3C=NN(C3)C 2-[7-bromo-2-(1-methyl-1H-pyrazol-4-yl)[1,2,4]triazolo[1,5-c]quinazolin-5-yl]-D-valinamide